C(CC)OP(=O)(OCCC)[O-].[Mn+] manganese dipropylphosphate